4-(4-{[2-(3-{[4-(ethanesulfonyl)-phenyl]amino}prop-1-yn-1-yl)-1-(2,2,2-trifluoroethyl)-1H-indol-4-yl]amino}piperidin-1-yl)-1λ6-thiane-1,1-dione C(C)S(=O)(=O)C1=CC=C(C=C1)NCC#CC=1N(C2=CC=CC(=C2C1)NC1CCN(CC1)C1CCS(CC1)(=O)=O)CC(F)(F)F